2-(azidomethyl)-N,N-bis(4-methoxybenzyl)-6-methyl-1-((2-(trimethylsilyl)ethoxy)methyl)-1H-pyrrolo[3,2-b]pyridin-5-amine N(=[N+]=[N-])CC1=CC2=NC(=C(C=C2N1COCC[Si](C)(C)C)C)N(CC1=CC=C(C=C1)OC)CC1=CC=C(C=C1)OC